C/C(/C=O)=C\C(CC=C(C)C)(C1=C(C=CC=C1)SC)C (E)-2,4,7-trimethyl-4-(2-(methylsulfanyl)phenyl)oct-2,6-dienal